2,2-Bis(4-methoxyphenyl)-6-nitrobenzo[d][1,3]dioxole COC1=CC=C(C=C1)C1(OC2=C(O1)C=C(C=C2)[N+](=O)[O-])C2=CC=C(C=C2)OC